C(C)(=O)OC1CC(N(C(C1)(C)C)O)(C)C 1-hydroxy-2,2,6,6-tetramethylpiperidin-4-yl acetate